P(=O)(=O)CCCCCCCCCCCCP(O)(O)=O (12-phosphododecyl)phosphonic acid